O-ethyl-homoserine C(C)OCC[C@H](N)C(=O)O